C1(CC1)C=1C=NC(=NC1)C(C)N1N=CC2=C(C=CC=C12)C#CC 1-(1-(5-cyclopropylpyrimidin-2-yl)ethyl)-4-(propane-1-yn-1-yl)-1H-indazole